6'-bromo-1'-(2,2-difluoropropyl)spiro[cyclopropane-1,3'-indolin]-2'-one BrC1=CC=C2C3(C(N(C2=C1)CC(C)(F)F)=O)CC3